C1(=CC=CC=C1)NC1=CC=C(C=C1)NC1CCCCC1 N-Phenyl-N'-cyclohexyl-p-phenylendiamin